2-[6-[3-(trifluoromethoxy)phenyl]sulfonyl-2-azaspiro[3.3]heptane-2-carbonyl]-2,5-diazaspiro[3.4]octan-6-one FC(OC=1C=C(C=CC1)S(=O)(=O)C1CC2(CN(C2)C(=O)N2CC3(C2)NC(CC3)=O)C1)(F)F